5-(1,4-diazepan-1-ylsulfonyl)isoquinoline N1(CCNCCC1)S(=O)(=O)C1=C2C=CN=CC2=CC=C1